[N+](=O)([O-])C=1C=C(C(=O)[C@H]2[C@@H](C23C(C2=CC=CC=C2C3=O)=O)C3=CC=CC=C3)C=CC1 (2S,3R)-2-(3-nitrobenzoyl)-3-phenylspiro[cyclopropane-1,2'-indene]-1',3'-dione